4-bromo-5-chloro-2-methylaniline BrC1=CC(=C(N)C=C1Cl)C